1-(4-(dimethylamino)piperidin-1-yl)-3-(1-methyl-1H-imidazol-2-yl)propan CN(C1CCN(CC1)CCCC=1N(C=CN1)C)C